(3S)-3-amino-pyrrolidine-1-carboxylate N[C@@H]1CN(CC1)C(=O)[O-]